(6Ar,10aS)-6,6,6a,9-tetramethyl-3-pentyl-8,9,10,10a-tetrahydro-7H-benzo[c]chromen-1-ol CC1(OC=2C=C(C=C(C2[C@@H]2[C@]1(CCC(C2)C)C)O)CCCCC)C